4-(4-(4-amino-3-fluorophenyl)-6-morpholinyl-1,3,5-triazin-2-yl)piperazine NC1=C(C=C(C=C1)C1=NC(=NC(=N1)N1CCOCC1)N1CCNCC1)F